N-(8'-(azetidin-1-yl)-4'H-spiro[cyclopropane-1,5'-naphtho[2,1-d]isoxazol]-3'-yl)-2,6-dimethoxy-4-(1-oxa-6-azaspiro[3.3]heptane-6-carbonyl)benzenesulfonamide N1(CCC1)C1=CC=C2C3(CC=4C(=NOC4C2=C1)NS(=O)(=O)C1=C(C=C(C=C1OC)C(=O)N1CC2(CCO2)C1)OC)CC3